C(N)(=O)C1=CC(=NC2=C1N=CN=C2N[C@@H]2CN(CCC2)C(=O)OC(C)(C)C)C2=CC=C(C=C2)CN2CC1CCC(C2)O1 tert-butyl (3S)-3-[[8-carbamoyl-6-(4-[8-oxa-3-azabicyclo[3.2.1]octan-3-ylmethyl]phenyl)pyrido[3,2-d]pyrimidin-4-yl]amino]piperidine-1-carboxylate